(E)-N'-(4-chlorobenzylidene)-2-(4-phenyl-1H-1,2,3-triazol-1-yl)acethydrazide ClC1=CC=C(\C=N\NC(CN2N=NC(=C2)C2=CC=CC=C2)=O)C=C1